NC1=C(C=C(C=2N=CSC21)C)C(=O)C=2C1=CN(N=C1C(=CC2)F)C2OCCCC2 (7-amino-4-methyl-1,3-benzothiazol-6-yl)-[7-fluoro-2-(oxan-2-yl)indazol-4-yl]methanone